1-(3-fluoro-4-(prop-1-yn-1-yl)pyridin-2-yl)-3-methoxypropan-1-ol FC=1C(=NC=CC1C#CC)C(CCOC)O